C(C)(C)(C)P(C1=CC(=CC(=C1)C(C)(C)C)C(C)(C)C)C(C)(C)C di-tert-butyl-(3,5-di-(tert-butyl)phenyl)phosphine